(S)-N-(7,8-Dichloro-1-methyl-2-oxo-6-(2,2,2-trifluoroethyl)-1,2,3,4,5,6-hexahydroazepino[4,5-b]indol-10-yl)-2-hydroxyacetamide ClC1=C(C=C(C=2C3=C(N(C12)CC(F)(F)F)CCNC([C@H]3C)=O)NC(CO)=O)Cl